8-(5-(5-fluoro-2-methoxypyridin-4-yl)-1H-pyrazole-3-carbonyl)-N-((3R,6R)-1-methyl-6-(trifluoromethyl)piperidin-3-yl)-8-azabicyclo[3.2.1]octane-3-carboxamide FC=1C(=CC(=NC1)OC)C1=CC(=NN1)C(=O)N1C2CC(CC1CC2)C(=O)N[C@H]2CN([C@H](CC2)C(F)(F)F)C